tert-butyl 6-((N-(tert-butoxycarbonyl)sulfamoyl)(cyclopropyl)amino)-2-azaspiro[3.3]heptane-2-carboxylate C(C)(C)(C)OC(=O)NS(=O)(=O)N(C1CC2(CN(C2)C(=O)OC(C)(C)C)C1)C1CC1